ClC=1C=C(C=NC1)[C@H](CC=C)N[S@](=O)C(C)(C)C (R)-N-[(1S)-1-(5-Chloropyridin-3-yl)but-3-en-1-yl]-2-methylpropane-2-sulfinamide